C(C)(C)(C)C1=CC=C(C(=O)C2=CC=C(C=C2)C(C)(C)C)C=C1 4,4'-di-tert-butylbenzophenone